IC=1C(=NNC1C)C 4-iodo-3,5-dimethyl-1H-pyrazole